(5-(2-(Hydroxymethyl) pyrimidin-5-yl) pyrazolo[1,5-a]pyridine-3-yl)-2-azaspiro[3.5]nonan-2-carboxylate OCC1=NC=C(C=N1)C1=CC=2N(C=C1)N=CC2OC(=O)N2CC1(C2)CCCCC1